N-(4-isopropylphenyl)acetamide CC(C)C1=CC=C(C=C1)NC(=O)C